tert-butyl (S)-(1-(5-(2-(2,6-difluorophenyl)-3-oxo-2,3-dihydro pyridazine-4-carboxamido)-2-methyl-1-(tetrahydro-2H-pyran-4-yl)-1H-benzo[d]imidazol-4-yl)pyrrolidin-3-yl)carbamate FC1=C(C(=CC=C1)F)N1N=CC=C(C1=O)C(=O)NC1=C(C2=C(N(C(=N2)C)C2CCOCC2)C=C1)N1C[C@H](CC1)NC(OC(C)(C)C)=O